NC1=C(C=C(C=N1)NC(C(=O)N1[C@H](CC[C@@H](C1)C)C1=CC=C(S1)C(=O)N)=O)C 5-[(2R,5S)-1-[2-[(6-amino-5-methyl-3-pyridyl)amino]-2-oxo-acetyl]-5-methyl-2-piperidyl]thiophene-2-carboxamide